C(#C)C1=CC(=C(N)C=C1F)F 4-ethynyl-2,5-difluoroaniline